3-chlorophenyl-boric acid ClC=1C=C(C=CC1)OB(O)O